N[C@H](C(=O)O)CCCCCCN 2,8-diamino-(S)-octanoic acid